tert-butyl (tert-butoxycarbonyl)(3-((7-chloro-2,6-naphthyridin-1-yl)ethynyl)pyridin-2-yl)carbamate C(C)(C)(C)OC(=O)N(C(OC(C)(C)C)=O)C1=NC=CC=C1C#CC1=NC=CC2=CN=C(C=C12)Cl